BrC=1N=C(N(C1)COCC[Si](C)(C)C)C(F)(F)F 2-[[4-bromo-2-(trifluoromethyl)imidazol-1-yl]methoxy]ethyl-trimethyl-silane